4-[2-Amino-4-methyl-3-(2-methyl-6-quinolinyl)benzoyl]-1,2-dihydro-1-methyl-2,5-diphenyl-3H-pyrazol-3-one hydrochloride Cl.NC1=C(C(=O)C=2C(N(N(C2C2=CC=CC=C2)C)C2=CC=CC=C2)=O)C=CC(=C1C=1C=C2C=CC(=NC2=CC1)C)C